2-(2,6-dioxopiperidin-3-yl)-1-oxo-N-((R)-1,1,1-trifluoro-3,3-dimethylbutan-2-yl)isoindoline-5-carboxamide O=C1NC(CCC1N1C(C2=CC=C(C=C2C1)C(=O)N[C@@H](C(F)(F)F)C(C)(C)C)=O)=O